C1CP=CC1=[N+]=[N-] diazophospholine